C(#N)C=1C(=NC=CC1C=C)N 3-cyano-4-ethenylpyridine-2-amine